CC=1C=CC=C2C(=NN(C12)C=1C=CC(=NC1)N1CC2C(C2C1)C(=O)O)C=1C=2N(C=CC1)N=C(C2)C 3-[5-(7-methyl-3-{2-methylpyrazolo[1,5-a]pyridin-4-yl}-1H-indazol-1-yl)pyridin-2-yl]-3-azabicyclo[3.1.0]hexane-6-carboxylic acid